O[C@@H](CC(=O)NN)C (R)-3-hydroxybutanehydrazide